cetyl-neopentyl glycol dicaprate C(=O)(CCCCCCCCC)OC(C(C)(COC(=O)CCCCCCCCC)C)CCCCCCCCCCCCCCCC